5-Isobutyl-4'-((2-methyl-1H-imidazol-1-yl)methyl)-N-(pyrimidin-2-yl)-[1,1-biphenyl]-2-sulfonamide C(C(C)C)C1=CC=C(C(=C1)C1=CC=C(C=C1)CN1C(=NC=C1)C)S(=O)(=O)NC1=NC=CC=N1